5-(4-(methylamino)phenyl)-1H-pyrazol-3-amine CNC1=CC=C(C=C1)C1=CC(=NN1)N